(Z)-styryl-boric acid C(=C/C1=CC=CC=C1)/OB(O)O